l-1-methyl-4-isopropylcyclohexanol CC1(CCC(CC1)C(C)C)O